4-(4-acryloylpiperazin-1-yl)-N-(2-morpholinoethyl)-7-(naphthalen-1-yl)-5,6,7,8-tetrahydro-1,7-naphthyridine-2-carboxamide C(C=C)(=O)N1CCN(CC1)C1=CC(=NC=2CN(CCC12)C1=CC=CC2=CC=CC=C12)C(=O)NCCN1CCOCC1